(2S)-2-[[(2S)-2-amino-4-[6-[bis(2-chloroethyl)amino]-3-methyl-imidazo[4,5-b]pyridin-2-yl]butyryl]amino]-4-methyl-pentanoic acid ethyl ester C(C)OC([C@H](CC(C)C)NC([C@H](CCC1=NC=2C(=NC=C(C2)N(CCCl)CCCl)N1C)N)=O)=O